Cl.ClC1=C(C=CC=C1C1=CC(=CC=C1)Cl)[C@@]1(CC(N(C(N1)=N)[C@H]1C[C@H]([C@H](CC1)O)C)=O)C |o1:22,24,25| (6S)-6-[2-Chloro-3-(3-chloro-phenyl)phenyl]-3-[(1R*,3R*,4S*)-4-hydroxy-3-methylcyclohexyl]-2-imino-6-methylhexahydro-pyrimidin-4-one hydrochloride